C(#N)N1[C@H](C[C@H](C1)OC)C(=O)N(C1=CC=C(C=C1)S(F)(F)(F)(F)F)C(C(=O)NC1CCC(CC1)(F)F)C=1C=NC=CC1C(F)(F)F (2R,4R)-1-cyano-N-[2-[(4,4-difluorocyclohexyl)amino]-2-oxo-1-[4-(trifluoromethyl)-3-pyridyl]ethyl]-4-methoxy-N-[4-(pentafluoro-λ6-sulfanyl)phenyl]pyrrolidine-2-carboxamide